Tert-Butyl 3-(2-(dimethylamino)propan-2-yl)piperidine-1-carboxylate CN(C(C)(C)C1CN(CCC1)C(=O)OC(C)(C)C)C